FC1=C(C=C(C=C1)F)C1N(CCC1)C1=NC=2N(C=C1)N=CC2[N+](=O)[O-] 5-(2-(2,5-difluorophenyl)pyrrolidine-1-yl)-3-nitropyrazolo[1,5-a]pyrimidine